CN1C(C2=CC(=CC=C2C=C1)C)=O 2,7-dimethylisoquinolin-1(2H)-one